C/C(/CCC=O)=C\CCC(C=C)C (E)-4,8-dimethyldec-4,9-dienal